FC=1C=C(C=CC1C)C(C)(O)C1=NC=NS1 1-(3-fluoro-4-methylphenyl)-1-(1,2,4-thiadiazol-5-yl)ethan-1-ol